tert-butyl 4-[(4-bromo-2-carbamoyl-6-fluorophenyl) carbamoyl]-4-fluoropiperidine-1-carboxylate BrC1=CC(=C(C(=C1)F)NC(=O)C1(CCN(CC1)C(=O)OC(C)(C)C)F)C(N)=O